FC(C=1C=CC=C2C=CC=C(C12)C1=C(C=2N=C(N=C(C2C=N1)N1CC2(CC(N2)=O)CCC1)OCC12CCCN2CCC1)F)F 6-(7-(8-(difluoromethyl)naphthalen-1-yl)-8-fluoro-2-((hexahydro-1H-pyrrolizin-7a-yl)methoxy)pyrido[4,3-d]pyrimidin-4-yl)-1,6-diazaspiro[3.5]nonan-2-one